1-[5-(2-chloro-3,3,3-trifluoroprop-1-en-1-yl)-1-methylimidazol-2-yl]-2-(ethylsulfonyl)ethan-1-one ClC(=CC1=CN=C(N1C)C(CS(=O)(=O)CC)=O)C(F)(F)F